5,5-Difluoro-1-(3-methyl-6-((4-(trifluoromethoxy)pyridin-2-yl)amino)pyridine-2-carbonyl)piperidine FC1(CCCN(C1)C(=O)C1=NC(=CC=C1C)NC1=NC=CC(=C1)OC(F)(F)F)F